CN1N=CC=2C1=NC(=CC2N2CCC(CC2)C2=NC=C(C(=C2)C)N2CCNCC2)C 1,6-Dimethyl-4-[4-(4-methyl-5-piperazin-1-yl-2-pyridinyl)-1-piperidinyl]pyrazolo[3,4-b]pyridine